2-[2-(2-methoxymethyloxy-5-methyl-phenyl)-2-(2-fluorophenyl)-vinyl]-N-methylpiperidine COCOC1=C(C=C(C=C1)C)C(=CC1N(CCCC1)C)C1=C(C=CC=C1)F